ClC1=C(C=CC=C1C1C(NC(CC1)=O)=O)C1=CC=C(C=C1)N1C2(CCC2)COC1=O 3-(2-chloro-4'-(6-oxo-7-oxa-5-azaspiro[3.4]octan-5-yl)-[1,1'-biphenyl]-3-yl)piperidine-2,6-dione